S1C=C(C=C1)C1=CN=C2N1C=C(N=C2)C=2C=CC(=NC2)N 5-[3-(3-thienyl)imidazo[1,2-a]pyrazin-6-yl]pyridin-2-amine